C(C)(C)(C)OC(=O)N[C@@H](C)C(=O)N[C@@H](C)C(=O)OC methyl (tert-butoxycarbonyl)-L-alanyl-L-alaninate